5-bromo-2-chloronicotinamide BrC=1C=NC(=C(C(=O)N)C1)Cl